C(C)N(C1=CC=C(OC=2N=C(C3=C(N2)C=NC=C3)O)C=C1)C1=CC=C(C=C1)C(C)C 2-(4-(ethyl(4-isopropylphenyl)amino)phenoxy)pyrido[3,4-d]pyrimidin-4-ol